6-(Benzyloxy)-2-(3-chloro-5-methyl-1H-pyrazol-4-yl)-7-fluoro-4-isopropylisoquinolin-1(2H)-one C(C1=CC=CC=C1)OC=1C=C2C(=CN(C(C2=CC1F)=O)C=1C(=NNC1C)Cl)C(C)C